C(#N)CN1N=CC(=C1)C1=CC(=NC(=N1)C(C)(F)F)N1CC2(C=3C=NC(=CC31)NC(C)=O)CC2 N-(1'-(6-(1-(cyanomethyl)-1H-pyrazol-4-yl)-2-(1,1-difluoroethyl)pyrimidin-4-yl)-1',2'-dihydrospiro[cyclopropane-1,3'-pyrrolo[3,2-c]pyridin]-6'-yl)acetamide